N1=CC(=CC2=CC=CC=C12)OC1CCN(CC1)CC(=O)N1[C@@H](CCC1)C#N (S)-1-(2-(4-(quinolin-3-yloxy)piperidin-1-yl)acetyl)pyrrolidine-2-carbonitrile